C(C=C)(=O)NC1=C(C=C(C(=C1)NC1=NC=C(C(=N1)NC=1C=CC=C2CCN(C12)S(=O)(=O)C)Cl)OC)N(CCN(C(OC(C)(C)C)=O)C)C tert-butyl (2-((2-acrylamido-4-((5-chloro-4-((1-(methylsulfonyl)indolin-7-yl)amino)pyrimidin-2-yl)amino)-5-methoxyphenyl)(methyl)amino) ethyl)(methyl)carbamate